ClC1=C2C(=CN=C1)NC(=C2)C(=O)NC2CCCCCCC2 4-chloro-N-cyclooctyl-1H-pyrrolo[2,3-c]pyridine-2-carboxamide